3-(2-(methylsulfinylmethyl)-4-nitrophenyl)-2,5-dihydro-1H-pyrrole-1-carboxylate CS(=O)CC1=C(C=CC(=C1)[N+](=O)[O-])C=1CN(CC1)C(=O)[O-]